FC(C1=C(CC2(CCC2)CNC(=O)C2=NN(C(N2)=O)C)C=CC=C1)F N-((1-(2-(Difluoromethyl)benzyl)cyclobutyl)methyl)-1-methyl-5-oxo-4,5-dihydro-1H-1,2,4-triazole-3-carboxamide